N[C@](COC=1C=CC(=NC1C(F)F)C1=CC(=NC=C1)NC(OC)=O)(CC(=C)C)C Methyl (S)-(5-((2-amino-2,4-dimethylpent-4-en-1-yl)oxy)-6-(difluoromethyl)-(2,4'-bipyridyl)-2'-yl)carbamate